N4-acetyl-cytidine C(C)(=O)NC1=NC(N([C@H]2[C@H](O)[C@H](O)[C@@H](CO)O2)C=C1)=O